C1=CC=CC=2C3=CC=CC=C3C(C12)COC(=O)N1C(CN(CC1)C(=O)OC(C)(C)C)C(=O)O 1-(((9H-fluoren-9-yl)methoxy)carbonyl)-4-(tert-butoxycarbonyl)piperazine-2-carboxylic acid